T-butylpropane C(C)(C)(C)CCC